C(CCCCCCC\C=C/C=C/CC)CC(=O)[O-] (9Z,11E)-tetradec-9,11-dien-1-ylacetate